COC1CCN(CC1)[C@@H]1[C@@H](CCC1)OC=1C=C2CN(C(C2=CC1)=O)C1C(NC(CC1)=O)=O 3-(5-(((1R,2S)-2-(4-methoxypiperidin-1-yl)cyclopentyl)oxy)-1-oxoisoindolin-2-yl)piperidine-2,6-dione